acetic acid n-pentylester C(CCCC)OC(C)=O